CNCC1=NC=C(C=C1)C=1C=NN(C1)C(F)(F)F N-methyl-1-(5-(1-(trifluoromethyl)-1H-pyrazol-4-yl)pyridin-2-yl)methanamine